N-((S)-2,4-Dimethyl-5-oxo-5,6,7,8-tetrahydro-4H-pyrazolo[1,5-a][1,3]diazepin-6-yl)-1-(((1S,3S)-3-ethylcyclobutyl)methyl)-1H-1,2,4-triazol-3-carboxamid CC1=NN2C(N(C([C@H](CC2)NC(=O)C2=NN(C=N2)CC2CC(C2)CC)=O)C)=C1